C(C)(C)(C)OC(N[C@H]1CSC2=C(N(C1=O)CC1=CC=C(C=C1)C#N)C=C(C(=C2)F)C(NN)=O)=O N-[(3R)-7-carbazoyl-5-(4-cyanobenzyl)-8-fluoro-4-keto-2,3-dihydro-1,5-benzothiazepin-3-yl]carbamic acid tert-butyl ester